4-ethynyl-2,5-difluoro-4'-propyl-1,1'-biphenyl C(#C)C1=CC(=C(C=C1F)C1=CC=C(C=C1)CCC)F